(3R)-3-(7-chloro-1,4-dimethyl-1H-benzotriazol-5-yl)-3-(7-{[(2R,5S)-2-ethyl-5-methyl-2,3-dihydropyrido[2,3-f][1,4]oxazepin-4(5H)-yl]methyl}-1-benzothien-5-yl)propanoic acid ClC1=CC(=C(C2=C1N(N=N2)C)C)[C@H](CC(=O)O)C=2C=C(C1=C(C=CS1)C2)CN2C[C@H](OC1=C([C@@H]2C)N=CC=C1)CC